phenyl-1-imino-oxo-(trifluoromethyl)-sulfane C1(=CC=CC=C1)S(=N)(C(F)(F)F)=O